S1C(=NC2=C1C=CC=C2)/C=C/C(=O)N2O[C@@H](C(N1[C@@H]2CN(C([C@@H]1CC(C)(C)C)=O)C1CCN(CC1)C(C)C)=O)CC(C)C (3R,6S,9aS)-1-((E)-3-(benzo[d]thiazol-2-yl)acryloyl)-3-isobutyl-8-(1-isopropylpiperidin-4-yl)-6-neopentyl-tetrahydropyrazino[2,1-c][1,2,4]oxadiazine-4,7(3H,6H)-dione